C(C)(C)(C)N1N=C(C=C1[C@@H]1C[C@@H](CC1)N1C(NC(C1=O)(C)C)=O)NC(OCC1=CC=CC=C1)=O benzyl (1-(tert-butyl)-5-(cis-3-(4,4-dimethyl-2,5-dioxoimidazolidin-1-yl)cyclopentyl)-1H-pyrazol-3-yl)carbamate